OCCOC(C(C)=O)C1=C(C=CC=C1)C (2-hydroxyethoxy)-2-methylphenyl-acetone